4-(dimethylamino)pyrrolidin-3-ol Methyl-octane-7-carboxylate CCCCCCCC(C)C(=O)OC1CNCC1N(C)C